3-((5-(1-aminocyclopropyl)-1-(3-(methylsulfonyl)propyl)-1H-indol-2-yl)methyl)-1-methyl-1,3-dihydro-2H-imidazo[4,5-c]pyridin-2-one NC1(CC1)C=1C=C2C=C(N(C2=CC1)CCCS(=O)(=O)C)CN1C(N(C2=C1C=NC=C2)C)=O